2-bromo-4-(1-ethylpropylsulfonyl)-1-methoxybenzene BrC1=C(C=CC(=C1)S(=O)(=O)C(CC)CC)OC